C1=NC=C(C2=CC=CC=C12)N1C(N(CC1C#N)C1=CC(=NC=C1C)C(F)(F)F)=O 3-(isoquinolin-4-yl)-1-(5-methyl-2-(trifluoromethyl)pyridin-4-yl)-2-oxoimidazoline-4-carbonitrile